N1=C(C=CC=C1)SS[C@@H]([C@@H](C)O)C (2R,3R)-3-(2-pyridyldithio)butan-2-ol